(R)-4-(4-methylphenyl)-oxazolidin-2-one CC1=CC=C(C=C1)[C@H]1NC(OC1)=O